COC=1C=C(C=C(C1)OC)C=1C=C(C=2N(C1)C=C(N2)C2=CC=C(C=C2)NCCN2CCNCC2)C2=CC=C(C=C2)C(C)=O 1-(4-(6-(3,5-dimethoxyphenyl)-2-(4-((2-(piperazin-1-yl)ethyl)amino)phenyl)imidazo[1,2-a]pyridin-8-yl)phenyl)ethan-1-one